FC1=CC2=C(N(C(N=C2N2[C@H](CN(CC2)C(=O)OC(C)(C)C)C)=O)C=2C(=NC=CC2C)C(C)C)N=C1[Sn](C)(C)C tert-butyl (S)-4-(6-fluoro-1-(P)-(2-isopropyl-4-methylpyridin-3-yl)-2-oxo-7-(trimethylstannyl)-1,2-dihydropyrido[2,3-d]pyrimidin-4-yl)-3-methylpiperazine-1-carboxylate